tert-butyl N-[5-[[2-[(2R,5S)-2-(1-acetyl-3-piperidyl)-5-methyl-1-piperidyl]-2-oxo-acetyl]amino]-3-methyl-2-pyridyl]carbamate C(C)(=O)N1CC(CCC1)[C@@H]1N(C[C@H](CC1)C)C(C(=O)NC=1C=C(C(=NC1)NC(OC(C)(C)C)=O)C)=O